NC1=NC(=C(C=C1C=1C=C2C=CNC(C2=CC1)=O)C1=CC=C(C=C1)N1CCN(CC1)C(C)C)F 6-(2-amino-6-fluoro-5-(4-(4-isopropylpiperazin-1-yl)phenyl)pyridin-3-yl)isoquinolin-1(2H)-one